ClC1=NC=CC(=N1)OC1=CC(=C2N(C1=O)C1(NC2=O)CCCCC1)C 6'-((2-chloropyrimidin-4-yl)oxy)-8'-methyl-2'H-spiro[cyclohexane-1,3'-imidazo[1,5-a]pyridine]-1',5'-dione